C(C1=CC=CC=C1)OC(NC1=NSC(=N1)N)=O (5-amino-1,2,4-thiadiazol-3-yl)carbamic acid benzyl ester